N1CC(NC(C2=C1C=CC=C2)=O)=O 1,2-dihydro-3H-benzo[e][1,4]diazepine-3,5(4H)-dione